5-(2-acetyl-7-{[(3R)-3-methyl-3,4-dihydroisoquinolin-2(1H)-yl]carbonyl}-1,2,3,4-tetrahydroisoquinolin-6-yl)-N-(4-hydroxyphenyl)-1,2-dimethyl-N-phenyl-1H-pyrrole-3-carboxamide C(C)(=O)N1CC2=CC(=C(C=C2CC1)C1=CC(=C(N1C)C)C(=O)N(C1=CC=CC=C1)C1=CC=C(C=C1)O)C(=O)N1CC2=CC=CC=C2C[C@H]1C